sodium bis(acetoxy) borate acetate C(C)(=O)[O-].B(OOC(C)=O)(OOC(C)=O)O.[Na+]